C(C)(=O)N1CC(CC1)C(=NS(=O)C(C)(C)C)C1=C(C=C(C(=C1)Cl)Cl)OCC1=CC=C(C=C1)OC N-[(1-acetylpyrrolidin-3-yl)([4,5-dichloro-2-[(4-methoxyphenyl)methoxy]phenyl])methylidene]-2-methylpropane-2-sulfinamide